ClC=1C=CC=C2C=NC(=NC12)C=1C=NC(=CC1)Cl 8-Chloro-2-(6-chloropyridin-3-yl)quinazoline